3-{4-[(2-amino-5-isopropyl-4-pyrimidinyl)oxy]-2-methylphenyl}-1-[3-(trifluoromethyl)phenyl]-2,4-imidazolidinedione trifluoroacetate FC(C(=O)O)(F)F.NC1=NC=C(C(=N1)OC1=CC(=C(C=C1)N1C(N(CC1=O)C1=CC(=CC=C1)C(F)(F)F)=O)C)C(C)C